CC1(C(C2=CC=C(C=C2C1)C1=CC(=CC=C1)SC)NC(O[C@@H]1CN2CCC1CC2)=O)C (S)-quinuclidin-3-yl (2,2-dimethyl-5-(3-(methylthio)phenyl)-2,3-dihydro-1H-inden-1-yl)carbamate